2-Ethyl 2-(4-[3-[(2S)-2-[(tert-butoxycarbonyl)amino]-4-carbamoylbutoxy]-2-chlorophenyl]cyclohexyl)acetate C(C)(C)(C)OC(=O)N[C@H](COC=1C(=C(C=CC1)C1CCC(CC1)CC(=O)OCC)Cl)CCC(N)=O